[Li+].OCC1=C2C(=NC=C1)C=C(S2)C(=O)[O-] 7-(hydroxymethyl)thieno[3,2-b]pyridine-2-carboxylic acid lithium salt